(2S,4S)-1-[(2S)-2-amino-3,3-dimethyl-butanoyl]-4-propyl-pyrrolidine-2-carboxylic acid N[C@H](C(=O)N1[C@@H](C[C@@H](C1)CCC)C(=O)O)C(C)(C)C